BrC1=C(C(=O)OC(C)(C)C)C=C(C=C1)[N+](=O)[O-] TERT-BUTYL 2-BROMO-5-NITRO-BENZOATE